C(OC[C@H]1O[C@@]([C@@H]2OC(CCCC(O[C@@H]21)=O)=O)(C#N)C2=CC=C1C(=NC=NN12)N)(OC(C(F)F)(C)C)=O ((7aR,8R,10R,10aR)-10-(4-aminopyrrolo[2,1-f][1,2,4]triazin-7-yl)-10-cyano-2,6-dioxooctahydro-2H-furo[3,4-b][1,4]dioxonin-8-yl)methyl (1,1-difluoro-2-methylpropan-2-yl) carbonate